OC=1C=C(C(=O)O[C@@H]2[C@H](OC3=CC(=CC(=C3C2)O)O)C2=CC(=C(C(=C2)O)O)O)C=CC1O (2R,3S)-5,7-dihydroxy-2-(3,4,5-trihydroxyphenyl)chroman-3-yl 3,4-dihydroxybenzoate